5-(4-benzyloxyphenyl)-3-[4-(trifluoromethyl)phenyl]-1,2,4-oxadiazole C(C1=CC=CC=C1)OC1=CC=C(C=C1)C1=NC(=NO1)C1=CC=C(C=C1)C(F)(F)F